C(C)(C)(C)N1N=C(C=C1NC=1C=C2CC(CC2=CC1)(F)F)[C@@H]1C[C@@H](CC1)O[Si](C)(C)C(C)(C)C 1-(tert-butyl)-3-((1S,3R)-3-((tert-butyldimethylsilyl)oxy)cyclopentyl)-N-(2,2-difluoro-2,3-dihydro-1H-inden-5-yl)-1H-pyrazol-5-amine